C1(=CC=CC=C1)/C(=C/C(C(=O)O)(F)F)/C.C1(=C(C=CC=C1)N1C(C=CC1=O)=O)N1C(C=CC1=O)=O N,N'-phenylenebismaleimide (E)-4-phenyl-2,2-difluoro-3-pentenoate